N1(CCNCC1)C=1C=CC(=NC1)NC=1N=CC2=C(C3=C(N(S2(=O)=O)CC=C)N=CC=C3)N1 N-[5-(piperazin-1-yl)pyridin-2-yl]-6-(prop-2-en-1-yl)-6H-pyrido[2,3-c]pyrimido[4,5-e][1,2]thiazin-2-amine 5,5-dioxide